methyl-2-(2-fluoro-phenyl)-propionic acid CC(C(=O)O)(C)C1=C(C=CC=C1)F